C(#N)C=1C=C(C=NC1)C(=O)NC1=CC2=C(N=C(S2)C2CCC(CC2)C=O)C=C1OC 5-Cyano-N-[2-(4-formylcyclohexyl)-5-methoxy-1,3-benzothiazol-6-yl]pyridine-3-carboxamide